methyl 3-fluoro-5-((3,3,3-trifluoro-2-oxopropyl)sulfonyl)benzoate FC=1C=C(C(=O)OC)C=C(C1)S(=O)(=O)CC(C(F)(F)F)=O